(Methylsulfonyl)-4-oxo-4-(5-(quinoxalin-6-yl)-3-(4-(trifluoromethoxy)phenyl)-4,5-dihydro-1H-pyrazol-1-yl)butanamide CS(=O)(=O)C(C(=O)N)CC(N1N=C(CC1C=1C=C2N=CC=NC2=CC1)C1=CC=C(C=C1)OC(F)(F)F)=O